tert-butyl [(Z)-[(tert-butoxycarbonyl)amino]({2-[3-bromo-4-(2-fluoroethoxy)phenyl]-2-hydroxyethyl}amino)methylidene]carbamate C(C)(C)(C)OC(=O)N\C(\NCC(O)C1=CC(=C(C=C1)OCCF)Br)=N/C(OC(C)(C)C)=O